(1S,2S,3S)-2-ethyl-N-[7-methyl-6-[4-((R)-3-methyltetrahydrofuran-3-yl)piperazin-4-ium-1-yl]-3-isoquinolinyl]-3-(1-methylpyrazol-4-yl)cyclopropanecarboxamide iron-tin [Sn+4].[Fe+2].C(C)[C@@H]1[C@@H]([C@H]1C=1C=NN(C1)C)C(=O)NC=1N=CC2=CC(=C(C=C2C1)N1CC[NH+](CC1)[C@]1(COCC1)C)C